CN(CCN(C1=C(C=C(C(=C1)OC)NC1=NC=CC(=N1)C1=CN(C2=CC=CC=C12)CC1=C(C(=CC=C1)OCC1=CC=C(C=C1)OC)C1OCCO1)[N+](=O)[O-])C)C N1-[2-(dimethylamino)ethyl]-N4-[4-(1-{[2-(1,3-dioxolan-2-yl)-3-[(4-methoxyphenyl)methoxy]phenyl]methyl}indol-3-yl)pyrimidin-2-yl]-5-methoxy-N1-methyl-2-nitrobenzene-1,4-diamine